NC1=CC=C2C(=N1)C1(C(OC2=O)(C)C)CC1 2'-Amino-7',7'-dimethyl-5'H,7'H-spiro[cyclopropane-1,8'-pyrano[4,3-b]pyridin]-5'-one